C(C)(C)OC1CNCCC1 3-isopropoxypiperidine